Cl.CC=1C(=NC(=NC1)NC1=CC(=C(C(=C1)OC)OC)OC)N1OCCC1C1=CC=CC=C1 5-methyl-4-(3-phenylisooxazolidin-2-yl)-N-(3,4,5-trimethoxyphenyl)pyrimidin-2-amine hydrochloride